NC1=CC(N(N=C1C1=C(C=CC=C1)C(C)C)CC(C)(C)O)=O 5-amino-2-(2-hydroxy-2-methyl-propyl)-6-(2-isopropylphenyl)pyridazin-3-one